N-(2-aminophenyl)-2-(3-(4-(((2-phenylcyclopropyl)amino)methyl)piperidin-1-yl)propyl)oxazole-4-carboxamide TFA Salt OC(=O)C(F)(F)F.NC1=C(C=CC=C1)NC(=O)C=1N=C(OC1)CCCN1CCC(CC1)CNC1C(C1)C1=CC=CC=C1